tert-butyl N-[2-[2-[2-[2-[2-[2-[2-(2-aminoethoxy)ethoxy]ethoxy]ethoxy]ethoxy]ethoxy]ethoxy]ethyl]carbamate NCCOCCOCCOCCOCCOCCOCCOCCNC(OC(C)(C)C)=O